C[Si](O[Si](O[Si](CCCCN)(C)C)(OC)OC)(CCCCN)C 1,1,5,5-tetramethyl-3,3-dimethoxy-1,5-bis(4-aminobutyl)trisiloxane